2-Bromo-N-(4-(2,3,4,6-tetra-O-acetyl-β-D-glucopyranosyloxy)phenyl)-maleimide BrC=1C(=O)N(C(C1)=O)C1=CC=C(C=C1)O[C@H]1[C@H](OC(C)=O)[C@@H](OC(C)=O)[C@H](OC(C)=O)[C@H](O1)COC(C)=O